O=C1N(C(C2=CC=CC=C12)=O)OCC1CN(CCO1)C(=O)OC(C)(C)C tert-Butyl 2-{[(1,3-dioxo-1,3-dihydro-2H-isoindol-2-yl)oxy]methyl}morpholine-4-carboxylate